NC1=NC=C(C2=C1C(=C(N2C)C2=C(C=C(C=C2)NC(C(=C)F)=O)C)C=2C=C(C(=NC2)C(=O)NCC(F)(F)F)Cl)C#CC(C)(C)O 5-(4-amino-2-{4-[(2-fluoroacrylamido)]-2-methylphenyl}-7-(3-hydroxy-3-methylbut-1-ynyl)-1-methylpyrrolo[3,2-c]pyridin-3-yl)-3-chloro-N-(2,2,2-trifluoroethyl)pyridine-2-carboxamide